NC1=CC=C(OCCCC(CC(=O)O)CCCB(O)O)C=C1 3-(4-aminophenoxypropyl)-6-boronohexanoic acid